ClC=1C=C(C=NC1)C1(C2(C(C2CC1O)N1C2=NC(=NC=C2N=C1)NCC1=NC=CC=C1)C(=O)NC)O 2-(5-chloropyridin-3-yl)-6-((pyridin-2-ylmethyl)amino-9H-purin-9-yl)-2,3-dihydroxyl-N-methyl-bicyclo[3.1.0]hexane-1-formamide